5-amino-1,2,3,4-tetrahydrophthalazine-1,4-dione sodium salt [Na].NC1=C2C(NNC(C2=CC=C1)=O)=O